C(C)(=O)C1=C2C(=NC=C1)C(=C(S2)C(=O)N[C@H]2CCOC1=C2C=CC=C1)N(C)C 7-acetyl-N-[(4S)-3,4-dihydro-2H-1-benzopyran-4-yl]-3-(dimethylamino)thieno[3,2-b]pyridine-2-carboxamide